N-(5-((6-(3-(3'-fluoro-[1,1'-biphenyl]-3-yl)isoxazolidin-2-yl)pyrimidin-4-yl)amino)-4-methoxy-2-(4-methylpiperazin-1-yl)phenyl)acrylamide FC=1C=C(C=CC1)C1=CC(=CC=C1)C1N(OCC1)C1=CC(=NC=N1)NC=1C(=CC(=C(C1)NC(C=C)=O)N1CCN(CC1)C)OC